FC1=C(C(=CC(=C1)NCCNC)F)N1C(N(C=2N=CC(=CC2C=2C=CC(=CC12)C#N)F)C(C)C)=O 10-(2,6-difluoro-4-{[2-(methylamino)ethyl]amino}phenyl)-4-fluoro-9-oxo-8-(propan-2-yl)-6,8,10-triazatricyclo[9.4.0.02,7]pentadeca-1(11),2(7),3,5,12,14-hexaene-13-carbonitrile